NC1(CN(CCC1)C=1C=NC(=CC1C([2H])([2H])C1=CN=C2N1C=CN=C2N)C2=C(C=C(C(=C2)F)OC([2H])([2H])[2H])F)C(=O)NC 3-amino-1-(4-((8-aminoimidazo[1,2-a]pyrazin-3-yl)methyl-d2)-6-(2,5-difluoro-4-(methoxy-d3)phenyl)pyridin-3-yl)-N-methylpiperidine-3-carboxamide